C1N(CC12N(CCNC2)C(=O)OCC2=CC=CC=C2)C(=O)OC(C)(C)C 5-Benzyl 2-(tert-butyl) 2,5,8-triazaspiro[3.5]nonane-2,5-dicarboxylate